deoxytalopyranose C1[C@@H](O)[C@@H](O)[C@@H](O)[C@H](O1)CO